S(=O)(=O)(O)[O-].[NH3+][C@@H](C(=O)OCC1CC[NH2+]CC1)CC1=CN(C2=CC=CC=C12)C.S(=O)(=O)(O)[O-] (R)-4-(((2-ammonio-3-(1-methyl-1H-indol-3-yl)propanoyl)oxy)methyl)piperidin-1-ium hydrogen sulfate